2-({8-[(4-chloro-2-fluorophenyl)methoxy]-1H,2H,3H,4H,9H-pyrido[3,4-b]indol-2-yl}methyl)-1-{[(2S)-oxetan-2-yl]methyl}-1H-1,3-benzodiazole-6-carboxylic acid ClC1=CC(=C(C=C1)COC=1C=CC=C2C3=C(NC12)CN(CC3)CC3=NC1=C(N3C[C@H]3OCC3)C=C(C=C1)C(=O)O)F